5-(3-Cyanophenyl)-N-(3-(2,2-difluoropropyl)-1,2,4-thiadiazol-5-yl)thiophene-3-carboxamide C(#N)C=1C=C(C=CC1)C1=CC(=CS1)C(=O)NC1=NC(=NS1)CC(C)(F)F